C(#N)C1=NC2=CC(=CC(=C2N=C1N1CC(C1)(F)F)[C@@H](C)NC1=C(C(=O)O)C=CC=C1)C (R)-2-((1-(2-cyano-3-(3,3-difluoroazetidin-1-yl)-7-methylquinoxalin-5-yl)ethyl)amino)benzoic acid